1,3,6,8-tetraphenyl-pyrene demEthylvinylacetat C(=C)C(=O)O.C1(=CC=CC=C1)C1=CC(=C2C=CC3=C(C=C(C4=CC=C1C2=C34)C3=CC=CC=C3)C3=CC=CC=C3)C3=CC=CC=C3